2-(2-chloro-4-(2-((1-(cyclopropylmethyl)-6-(trifluoromethyl)-1H-benzo[d]imidazol-2-yl)amino)-2-oxoethyl)phenoxy)nicotinamide ClC1=C(OC2=C(C(=O)N)C=CC=N2)C=CC(=C1)CC(=O)NC1=NC2=C(N1CC1CC1)C=C(C=C2)C(F)(F)F